N-(5-{[4-(trifluoromethyl)pyrimidin-2-yl]oxy}pyridin-3-yl)acrylamide tert-butyl-4-((5-hydroxy-2,6-naphthyridin-3-yl)amino)piperidine-1-carboxylate C(C)(C)(C)OC(=O)N1CCC(CC1)NC=1N=CC2=CC=NC(=C2C1)O.FC(C1=NC(=NC=C1)OC=1C=C(C=NC1)NC(C=C)=O)(F)F